(4S)-N-methyl-2-oxo-N-(7-quinolyl)oxazolidine-4-formamide CN(C(=O)[C@H]1NC(OC1)=O)C1=CC=C2C=CC=NC2=C1